C1(=CC=CC=C1)C1=CC(=CC(=C1)S(=O)(=O)F)C1=CC=CC=C1 1,3-Diphenylbenzene-5-sulfonyl fluoride